C(C)(C)(C)OC(N[C@H]1C(N(C2(CC2)C1)C)=O)=O |r| (±)-(4-Methyl-5-oxo-4-azaspiro[2.4]heptan-6-yl)carbamic acid tert-butyl ester